1-[(4-Fluorophenyl)methyl]-4-(5-nitrofuran-2-sulfonyl)piperazine FC1=CC=C(C=C1)CN1CCN(CC1)S(=O)(=O)C=1OC(=CC1)[N+](=O)[O-]